(1R,4R,8R,9R,10R,11R,12S,13R,Z)-9-amino-4-fluoro-8-methyl-14-oxa-2-thiabicyclo[8.3.1]tetradec-6-en-11,12,13-triol hydrochloride Cl.N[C@@H]1[C@@H](\C=C/C[C@H](CS[C@@H]2[C@@H]([C@H]([C@H]([C@@H]1O2)O)O)O)F)C